1-(2-(benzyloxy)-5-chlorophenyl)ethan-1-one C(C1=CC=CC=C1)OC1=C(C=C(C=C1)Cl)C(C)=O